Natrium sulfamat S(N)([O-])(=O)=O.[Na+]